ethyl 4-methoxy-3-(methoxymethyl)but-2-enoate COCC(=CC(=O)OCC)COC